(4-(4-((4-((3-acrylamidophenyl)amino)-5-fluoropyrimidin-2-yl)amino)phenoxy)-N-methylpicolinamide) C(C=C)(=O)NC=1C=C(C=CC1)NC1=NC(=NC=C1F)NC1=CC=C(OC2=CC(=NC=C2)C(=O)NC)C=C1